CN([Si](C)(C)CCCCCCCC)C dimethyl-octyl-dimethyl-aminosilane